2-[2-chloro-3-[2-(1,3-dioxolan-2-yl)ethoxy]-4-(methylsulfonyl)benzoyl]-3-hydroxy-2-cyclohexen-1-one ClC1=C(C(=O)C=2C(CCCC2O)=O)C=CC(=C1OCCC1OCCO1)S(=O)(=O)C